CC1(OB(OC1(C)C)C1C(C1)C)C 4,4,5,5-tetramethyl-2-(2-methylcyclopropyl)-1,3,2-dioxaborolane